3-(tert-butoxy)-9-((2,2-difluorocyclopentyl)methoxy)-10-methoxy-1,3,4,6,7,11b-hexahydro-2H-pyrido[2,1-a]isoquinolin-2-ol C(C)(C)(C)OC1C(CC2N(CCC3=CC(=C(C=C23)OC)OCC2C(CCC2)(F)F)C1)O